NO cis-amino alcohol